FC=1C(=CC2=C(NC(N2C)=O)C1)N1[C@@H](CN(CC1)C(=O)OC(C)(C)C)C tert-butyl (3R)-4-(6-fluoro-3-methyl-2-oxo-1H-benzimidazol-5-yl)-3-methyl-piperazine-1-carboxylate